1,3-dimethylpiperidinium cyanide [C-]#N.C[NH+]1CC(CCC1)C